BrC1=NC=NC2=CC(=CC=C12)F 4-bromo-7-fluoroquinazoline